C(C)(=O)OOCCNC(=O)OC(C)(C)C (2-((tert-butoxycarbonyl) amino) ethoxy) acetate